4-(fluoromethyl)-1,1'-biphenyl FCC1=CC=C(C=C1)C1=CC=CC=C1